FC(C(C(C(F)(F)F)(F)F)(F)F)(CCS(=O)(=O)O)F 2-(Perfluorobutyl)-1-ethanesulfonic acid